C(OC1=C(C(=C(C=C1Br)C(=O)N1CCCC2=CC=NC=C12)C(C)(C)C)Br)([O-])=O tert-butyl-(2,6-dibromo-4-(1,2,3,4-tetrahydro-1,7-naphthyridine-1-carbonyl) phenyl) carbonate